2-Chloro-4-((3S)-8-(4-(4-((4-(3-((2,6-dioxopiperidin-3-yl)amino)phenyl)piperazine-1-yl)methyl)piperidine-1-carbonyl)phenyl)-3-methyl-2,8-diazaspiro[4.5]dec-2-yl)benzonitrile ClC1=C(C#N)C=CC(=C1)N1CC2(C[C@@H]1C)CCN(CC2)C2=CC=C(C=C2)C(=O)N2CCC(CC2)CN2CCN(CC2)C2=CC(=CC=C2)NC2C(NC(CC2)=O)=O